3-(((1-chloroisoquinolin-6-yl)oxy)methyl)-3-fluorocyclobutane-1-carbonitrile ClC1=NC=CC2=CC(=CC=C12)OCC1(CC(C1)C#N)F